methyl (2R)-1-(2-aminoethyl)-4-[6-[3-(5-chloro-2-fluoro-phenyl)-1H-pyrazol-4-yl]-1,5-naphthyridin-3-yl]piperazine-2-carboxylate NCCN1[C@H](CN(CC1)C=1C=NC2=CC=C(N=C2C1)C=1C(=NNC1)C1=C(C=CC(=C1)Cl)F)C(=O)OC